(1R,3S,4S)-3,4-diamino-1-(3-(trifluoromethyl)phenyl)cyclohexanol Dihydrochloride Cl.Cl.N[C@H]1C[C@@](CC[C@@H]1N)(O)C1=CC(=CC=C1)C(F)(F)F